CC1=CC=[N+](C=C1)CCO 4-methyl-1-(2-hydroxyethyl)pyridinium